stibolane [SbH]1CCCC1